4-amino-1-(cyclopropylmethyl)-1H-pyrazole-5-carbonitrile NC=1C=NN(C1C#N)CC1CC1